(R)-1-(3-Fluorophenyl)-2-((4-methyl-1-(methylsulfonyl)piperidin-4-yl)-amino)ethan-1-ol FC=1C=C(C=CC1)[C@H](CNC1(CCN(CC1)S(=O)(=O)C)C)O